C(C)(=O)N1CC(C2=NC(=CC(=C21)CN2C[C@H](CCC2)C)C#N)(C)C 1-acetyl-3,3-dimethyl-7-{[(3S)-3-methylpiperidin-1-yl]methyl}-2H-pyrrolo[3,2-b]pyridine-5-carbonitrile